C(CCCCCCCC(=O)O)(=O)O.C(C)NCC Diethylamine azelate